N-isopropyl-N-[[4-[5-(trifluoromethyl)-1,2,4-oxadiazol-3-yl]phenyl]methyl]cyclopropanesulfonamide C(C)(C)N(S(=O)(=O)C1CC1)CC1=CC=C(C=C1)C1=NOC(=N1)C(F)(F)F